1-{6-[Difluoro(phenyl)methyl]-3,3-dimethyl-1H,2H,3H-pyrrolo[3,2-c]pyridin-1-yl}-2-[(2R,5R)-2-[(4-fluoro-1H-pyrazol-1-yl)methyl]-5-methylpiperazin-1-yl]ethan-1-one hydrochloride Cl.FC(C1=CC2=C(C=N1)C(CN2C(CN2[C@H](CN[C@@H](C2)C)CN2N=CC(=C2)F)=O)(C)C)(C2=CC=CC=C2)F